C(C1=CC=CC=C1)OC=1C(=C(O/C=C/C(=O)OC)C=CC1)C1OCCO1 methyl (2E)-3-[3-(benzyloxy)-2-(1,3-dioxolan-2-yl)phenoxy]prop-2-enoate